N2-methyl-L-lysine CN[C@@H](CCCCN)C(=O)O